C(CCCC)N(CCCCC)CC(=O)OCCCCCC 1-hexanol N,N-dipentylaminoacetate